ClC[C@@]1(CNC=2C=C(C3=C(C12)C=CC=C3)O)C(CC=3C=C(COC1=C2CC4N(C2=CC=C1)C(C1=C(N=C4)C=CC(=C1)OC)=O)C=CC3)=O ((3-(2-((S)-1-(Chloromethyl)-5-hydroxy-1,2-dihydro-3H-benzo[e]indol-1-yl)-2-oxoethyl)benzyl)oxy)-8-methoxy-12a,13-dihydro-6H-benzo[5,6][1,4]diazepino[1,2-a]indol-6-one